F[C@H]1C[C@H](N2N=C(N=C21)S(=O)(=O)C2CC21CC1)C1=CC=CC=C1 (5S,7S)-7-fluoro-5-phenyl-2-spiro[2.2]pentan-2-ylsulfonyl-6,7-dihydro-5H-pyrrolo[1,2-b][1,2,4]triazole